lauroylacetone C(CCCCCCCCCCC)(=O)CC(C)=O